BrC=1C=C(C=CC1OC)S(=O)(=O)NC(C)(C)C 3-Bromo-N-tert-butyl-4-methoxy-benzenesulfonamide